C1C=2N(CCN1)CCC2 (8aS)-hexahydropyrrolo-[1,2-a]pyrazin